C(C)OC=1C=C(C=CC1C1=NN=NN1)C1=CC(=NC=N1)NCCN1C(=CC2=C(C=CC=C12)OC)C {6-[3-Ethoxy-4-(1H-tetrazol-5-yl)-phenyl]-pyrimidin-4-yl}-[2-(4-methoxy-2-methyl-indol-1-yl)-ethyl]-amine